C(CCCC=O)=O Glutaraldehyd